FC=1C=C(C=CC1OC)[C@H](CC(=O)O)C=1SC=C(N1)CCCC1=NC=2NCCCC2C=C1 (S)-3-(3-fluoro-4-methoxyphenyl)-3-(4-(3-(5,6,7,8-tetrahydro-1,8-naphthyridin-2-yl)propyl)thiazol-2-yl)propionic acid